O1COC2=C1C=CC(=C2)C=2C=C(SC2)CN2C=NN(C2=O)C\C(\CNC(OC(C)(C)C)=O)=C\F tert-butyl (E)-(2-((4-((4-(1,3-benzodioxol-5-yl)thiophen-2-yl)methyl)-5-oxo-4,5-dihydro-1H-1,2,4-triazol-1-yl)methyl)-3-fluoroallyl)carbamate